N-((R)-1-((S)-2-aminopropanamido)propan-2-yl)-4-((3-(1-(cyanomethyl)-3-(trifluoromethyl)-1H-pyrazol-4-yl)imidazo[1,2-a]pyrazin-8-yl)amino)-2-fluoro-6-methylbenzamide formate C(=O)O.N[C@H](C(=O)NC[C@@H](C)NC(C1=C(C=C(C=C1C)NC=1C=2N(C=CN1)C(=CN2)C=2C(=NN(C2)CC#N)C(F)(F)F)F)=O)C